[2-(aminomethyl)-3,3-difluoro-allyl]-4-[[4-[6-(trifluoromethyl)-3-pyridinyl]-2-thienyl]methyl]-1,2,4-triazol-3-one trifluoroacetate salt FC(C(=O)O)(F)F.NCC(CC=1N(C(NN1)=O)CC=1SC=C(C1)C=1C=NC(=CC1)C(F)(F)F)=C(F)F